tert-butyl (tert-butoxycarbonyl)(7-cyclopropyl-5-(7-(3-(3-(1-(trifluoromethyl)cyclopropyl)isoxazol-5-yl)ureido)benzofuran-4-yl)-7H-pyrrolo[2,3-d]pyrimidin-4-yl)carbamate C(C)(C)(C)OC(=O)N(C(OC(C)(C)C)=O)C=1C2=C(N=CN1)N(C=C2C2=CC=C(C1=C2C=CO1)NC(=O)NC1=CC(=NO1)C1(CC1)C(F)(F)F)C1CC1